C(CCCCCCCCCCCCCCCCCCC)(=O)O[C@@H]1[C@](O[C@H](C1)N1C2=NC(=NC(=C2N=C1)N)F)(CO[P@](=O)(OC1=CC=CC=C1)N[C@H](C(=O)OCCCCCCCC)CC1=CC=CC=C1)C#C (2R,3S,5R)-5-(6-amino-2-fluoro-9H-purin-9-yl)-2-ethynyl-2-((((S)-(((S)-1-(octyloxy)-1-oxo-3-phenylpropan-2-yl)amino)(phenoxy)phosphoryl)oxy) methyl)tetrahydrofuran-3-yl icosanoate